C1(CCCC1)N1C2=NC(=NC=C2N(C1=O)C)NC1=C(C=C(C=C1)OC1CCN(CC1)C)OC 9-Cyclopentyl-7,9-dihydro-2-[[2-methoxy-4-[(1-methyl-4-piperidinyl)oxy]phenyl]amino]-7-methyl-8H-purin-8-one